2,5-dimethyl-4,5-dihydro-2H-pyrazolo[4,3-c]quinoline CN1N=C2C(CN(C=3C=CC=CC23)C)=C1